(2S,3R,4R,5S)-2-(hydroxymethyl)-1-((1,2,3,4-tetrahydronaphthalen-2-yl)methyl)piperidine-3,4,5-triol OC[C@@H]1N(C[C@@H]([C@H]([C@@H]1O)O)O)CC1CC2=CC=CC=C2CC1